C(C)N1C(C(N(CC1)Cl)=O)=O 4-ethyl-2,3-dioxopiperazinylchloride